ClC1=CC(=C(C=C1)C1=NC(=CC=2N=C(N(C(C21)=O)C)C)N2C[C@H](OCC2)[C@H]2OCC2)F 5-(4-chloro-2-fluorophenyl)-2,3-dimethyl-7-((S)-2-((S)-oxetan-2-yl)morpholino)pyrido[4,3-d]pyrimidin-4(3H)-one